2-fluoro-2'-iodo-1,1'-biphenyl FC1=C(C=CC=C1)C1=C(C=CC=C1)I